N1=CC=CC=2S(C3=C(C21)C=CC=C3)=O Azadibenzothiophen-5-oxid